(R)-tert-butyl-[(2,2-dimethyl-1,3-dioxolan-4-yl)methoxy]diphenylsilane tert-butyl-4-(4,4,5,5-tetramethyl-1,3,2-dioxaborolan-2-yl)cyclohex-3-ene-1-carboxylate C(C)(C)(C)OC(=O)C1CC=C(CC1)B1OC(C(O1)(C)C)(C)C.C(C)(C)(C)[Si](C1=CC=CC=C1)(C1=CC=CC=C1)OC[C@@H]1OC(OC1)(C)C